1,9-decdiene C=CCCCCCCC=C